C(C)(C)(C)C1=CCN(N1)C1=CC=CC=C1 (3z)-5-Tert-Butyl-2-Phenyl-1,2-Dihydro-3h-Pyrazol